N,N-bis(4-isopropylphenyl)dipyrrolo[3,2,1-de:3',2',1'-kl]phenazin-2-amine C(C)(C)C1=CC=C(C=C1)N(C1=CN2C3=C1C=CC=C3N3C1=C(C=CC=C21)C=C3)C3=CC=C(C=C3)C(C)C